tert-butyl (3R)-1-[(1r,4r)-4-{[1-(2,6-dioxopiperidin-3-yl)-3-methyl-2-oxo-1,3-benzodiazol-4-yl]amino}cyclohexanecarbonyl]pyrrolidine-3-carboxylate O=C1NC(CCC1N1C(N(C2=C1C=CC=C2NC2CCC(CC2)C(=O)N2C[C@@H](CC2)C(=O)OC(C)(C)C)C)=O)=O